4-(naphthalen-2-yl)-4-oxobutyric acid C1=C(C=CC2=CC=CC=C12)C(CCC(=O)O)=O